tert-butyl (1R,3S,5S)-3-[methyl([6-[4-(2-methyl-1,2,3-triazol-4-yl)-1H-indazol-7-yl]pyridazin-3-yl])amino]-8-azabicyclo[3.2.1]octane-8-carboxylate CN(C1C[C@H]2CC[C@@H](C1)N2C(=O)OC(C)(C)C)C=2N=NC(=CC2)C=2C=CC(=C1C=NNC21)C2=NN(N=C2)C